N1=C(NC2=C1C=CC=C2)C=2C(OC1=CC(=CC=C1C2)N(CCCCCC)CCCCCC)=O 3-(2-benzimidazolyl)-7-(di-n-hexylamino)coumarin